(3S)-3-(2-methoxypyrimidin-5-yl)-3-(2-oxo-3-(4-(5,6,7,8-tetrahydro-1,8-naphthyridin-2-yl)butyl)azetidin-1-yl)propionic acid COC1=NC=C(C=N1)[C@H](CC(=O)O)N1C(C(C1)CCCCC1=NC=2NCCCC2C=C1)=O